C1(CCCC1)OC=1C=C(C=CC1OC)C1C2=C(NC(C1)=O)N(N=C2)CC2=C(C=C(C=C2)OC)OC 4-(3-(cyclopentyloxy)-4-methoxyphenyl)-1-(2,4-dimethoxybenzyl)-4,5-dihydro-1H-pyrazolo[3,4-b]pyridin-6(7H)-one